Methyl-5-(methoxy-d3)-4-(((trifluoromethyl)sulfonyl)oxy)methyl-pyridine 3-(N,N-dimethyl-N-hexadecylammonio)-2-hydroxy-propane-1-sulfonate C[N+](CCCCCCCCCCCCCCCC)(C)CC(CS(=O)(=O)[O-])O.CC1=NC=C(C(=C1)COS(=O)(=O)C(F)(F)F)OC([2H])([2H])[2H]